C(C)(C)(C)OC(=O)N1CC(C(C1)CN(C(CO)=O)[C@H](C(C)(C)C)C=1N(C=C(N1)C1=C(C=CC(=C1)F)F)CC1=CC=CC=C1)N tert-Butyl-3-amino-4-{[{(1R)-1-[1-benzyl-4-(2,5-difluorophenyl)-1H-imidazol-2-yl]-2,2-dimethylpropyl}(glycoloyl)amino]methyl}pyrrolidine-1-carboxylate